N1-(cyclopropylmethyl)-N1-(1-(4-fluoro-3-(trifluoromethyl)phenyl)cyclopropyl)-2-methylpropan-1,2-diamine C1(CC1)CN(CC(C)(N)C)C1(CC1)C1=CC(=C(C=C1)F)C(F)(F)F